rac-4-[(3aR,7aS)-5-[1-(2,2-difluoroethyl)-1H-pyrazolo[3,4-b]pyrazin-6-yl]-octahydro-1H-pyrrolo[3,4-c]pyridin-2-yl]-3-(trifluoromethyl)pyridine FC(CN1N=CC=2C1=NC(=CN2)N2C[C@@H]1[C@H](CC2)CN(C1)C1=C(C=NC=C1)C(F)(F)F)F |r|